FC=1C(=C(C=CC1F)C1C(SC(C1)(C(F)(F)F)C)C(=O)NC1=CC(=C(C=C1)OB(O)O)N(C)C)OC (4-(3-(3,4-difluoro-2-methoxyphenyl)-5-methyl-5-(trifluoromethyl)tetrahydrothiophene-2-carboxamido)-2-(dimethylamino)phenyl)boric acid